[N+](=O)([O-])C=1C=C(C=CC1NCC1N(CCOC1)C1CCOCC1)S(=O)(=O)NC(C1=C(C=CC=C1)OC=1C=C2C(=NC1)NC=C2)=O N-[(3-nitro-4-{[(4-tetrahydro-2H-pyran-4-ylmorpholin-3-yl)methyl]amino}phenyl)sulfonyl]-2-(1H-pyrrolo[2,3-b]pyridin-5-yloxy)benzamide